CO[C@@H]1[C@H]([C@H]([C@@H](C1)N1C=CC2=C1N=CN=C2C)O)O (1s,2S,3S,5R)-3-methoxy-5-(4-methyl-7H-pyrrolo[2,3-d]pyrimidin-7-yl)cyclopentane-1,2-diol